N-[(6-Amino-2-pyridyl)sulfonyl]-6-[4-(cyanomethyl)phenyl]-2-(2,4,6-trimethylphenoxy)pyridin-3-carboxamid NC1=CC=CC(=N1)S(=O)(=O)NC(=O)C=1C(=NC(=CC1)C1=CC=C(C=C1)CC#N)OC1=C(C=C(C=C1C)C)C